C(C1=CC=CC=C1)OC=1C(=C(OCC(CO)O)C=CC1OCC1=CC=CC=C1)OCOC 3-[3,4-Bis(benzyloxy)-2-methoxymethoxyphenoxy]-1,2-propanediol